1,6-diamino-3-bromo-2,4-dimethylpyridin-1-ium 2,4,6-trimethylbenzenesulfonate CC1=C(C(=CC(=C1)C)C)S(=O)(=O)[O-].N[N+]1=C(C(=C(C=C1N)C)Br)C